C1(S)=CC(O)=CC=C1 thioresorcinol